(3ar,5r,6as)-5-(methanesulfonyloxy)-octahydrocyclopenta[c]pyrrole-2-carboxylic acid tert-butyl ester C(C)(C)(C)OC(=O)N1C[C@@H]2[C@H](C1)CC(C2)OS(=O)(=O)C